5-(2-fluoro-4-(1-methyl-1H-pyrazol-3-yl)benzyl)-N-((1S,2S)-2-hydroxycyclohexyl)-4-oxo-4,5-dihydrofuro[3,2-c]pyridine-7-carboxamide FC1=C(CN2C(C3=C(C(=C2)C(=O)N[C@@H]2[C@H](CCCC2)O)OC=C3)=O)C=CC(=C1)C1=NN(C=C1)C